C1(CC1)C=1C=C(C=CC1)N1C(N(C(C1)=O)C1=CC=C(C=C1)OC1=C2C(=NC=C1)NC=C2)=O 1-(3-cyclopropylphenyl)-3-[4-(1H-pyrrolo[2,3-b]pyridin-4-yloxy)phenyl]-2,4-imidazolidinedione